8-(benzyloxy)-3-methyl-2,3,4,5-tetrahydro-1H-benzo[4,5]thieno[2,3-d]azepine C(C1=CC=CC=C1)OC1=CC2=C(C3=C(CCN(CC3)C)S2)C=C1